CC1=C(C(=CC(=C1)C(F)(F)F)C)C=1N=C(SC1)N (2,6-dimethyl-4-(trifluoromethyl)phenyl)thiazol-2-amine